C(C)N1C(C(C(C2=CC(=CC=C12)C=1N=NN(C1)CC1=C(C(=CC=C1)C(F)(F)F)F)=O)O)=O 1-ethyl-6-(1-(2-fluoro-3-(trifluoromethyl)benzyl)-1H-1,2,3-triazol-4-yl)-3-hydroxyquinoline-2,4(1H,3H)-dione